1-(2-(1-(2-(methylsulfanyl)propionyl)piperidin-2-yl)-4-(p-tolyl)-1H-imidazol-1-yl)dodecan-1-one CSC(C(=O)N1C(CCCC1)C=1N(C=C(N1)C1=CC=C(C=C1)C)C(CCCCCCCCCCC)=O)C